1-(7-(4-fluorophenyl)-6-(phenylseleno)-3,4-dihydro-1,8-naphthyridin-1(2H)-yl)butan-1-one FC1=CC=C(C=C1)C1=C(C=C2CCCN(C2=N1)C(CCC)=O)[Se]C1=CC=CC=C1